NCCC1CCN(CC1)C=1C(=C(C(=CC1)S(=O)(=O)N[C@H]1CNCC1)S(=O)(=O)N)C=1N=NNN1 (R)-4-(4-(2-aminoethyl)piperidin-1-yl)-N1-(pyrrolidin-3-yl)-3-(2H-tetrazol-5-yl)benzene-1,2-disulfonamide